9-(3-(4-bromonaphthalen-1-yl)quinoxalin-2-yl)-9H-carbazole BrC1=CC=C(C2=CC=CC=C12)C=1C(=NC2=CC=CC=C2N1)N1C2=CC=CC=C2C=2C=CC=CC12